FC1=CC=C(C=C1)C=1C=C(SC1)C(=O)C1=CC(=C(C(=C1)OC)OC)OC (4-(4-fluorophenyl)thiophen-2-yl)(3,4,5-trimethoxyphenyl)methanone